5-(methylamino)-6-(3-methylimidazo[4,5-c]pyridin-7-yl)-3-[4-[rel-(1R)-1-(4-methylpiperazin-1-yl)ethyl]anilino]pyrazine-2-carboxamide formate C(=O)O.CNC=1N=C(C(=NC1C=1C2=C(C=NC1)N(C=N2)C)C(=O)N)NC2=CC=C(C=C2)[C@@H](C)N2CCN(CC2)C |o1:31|